FC(C1=CC=C(C=C1)N1CCOCC1)(F)F 4-(4-(Trifluoromethyl)phenyl)morpholine